2-(propylthio)-9H-purin-6-amine C(CC)SC1=NC(=C2N=CNC2=N1)N